C(C)OC(=O)[C@]1(CNCCC1)C.FC1=CC=C(C=C1)NC(=O)[C@H]1N(CCC1)C(C1=CC(=C(C=C1)N1C=NC(=C1)C)OC)=O (S)-N-(4-fluorophenyl)-1-(3-methoxy-4-(4-methyl-1H-imidazol-1-yl)benzoyl)pyrrolidine-2-carboxamide ethyl-(R)-3-methylpiperidine-3-carboxylate